COCNC(OCC1=CC=CC=C1)=O benzyl (methoxymethyl)carbamate